[2-methoxy-5-(4,4,5,5-tetramethyl-1,3,2-dioxaborolan-2-yl)phenyl]ethan-1-ol COC1=C(C=C(C=C1)B1OC(C(O1)(C)C)(C)C)C(C)O